cyclopropanecarboxylic acid-(3Z)-3-hexen-1-yl ester C(C\C=C/CC)OC(=O)C1CC1